N2,N4-bis((S)-3,3-difluorocyclopentyl)-6-(6-(trifluoromethyl)pyridin-2-yl)-1,3,5-triazine-2,4-diamine FC1(C[C@H](CC1)NC1=NC(=NC(=N1)N[C@@H]1CC(CC1)(F)F)C1=NC(=CC=C1)C(F)(F)F)F